5-((2-oxoimidazolidin-1-yl)methyl)-2,3-diphenyl-6-(quinolin-6-yl)pyrazolo[1,5-a]pyrimidin-7(4H)-one O=C1N(CCN1)CC=1NC=2N(C(C1C=1C=C3C=CC=NC3=CC1)=O)N=C(C2C2=CC=CC=C2)C2=CC=CC=C2